5-(Morpholinylmethyl)-N-(6-thiophene-2-sulfonylaminobenzo[d]thiazol-2-yl)-furan-2-carboxamide N1(CCOCC1)CC1=CC=C(O1)C(=O)NC=1SC2=C(N1)C=CC(=C2)NS(=O)(=O)C=2SC=CC2